C(C)(C)(C)NS(=O)(=O)C1=CC(=CC=C1)C=1N=NN(C1)C1=C(C=C(C=C1)NS(=O)(=O)CC)N1CCC(CC1)C(F)F N-(tert-butyl)-3-(1-(2-(4-(difluoromethyl)piperidin-1-yl)-4-(ethylsulfonamido)phenyl)-1H-1,2,3-triazol-4-yl)benzenesulfonamide